3-cyclopropyl-N-(4-(2-(((1r,4r)-4-(dimethyl-amino)cyclohexyl)-amino)-8-isopropyl-7-oxo-7,8-dihydropyrido-[2,3-d]pyrimidin-6-yl)-2-fluorophenyl)propane-1-sulfonamide C1(CC1)CCCS(=O)(=O)NC1=C(C=C(C=C1)C1=CC2=C(N=C(N=C2)NC2CCC(CC2)N(C)C)N(C1=O)C(C)C)F